NC(C(=O)NC1=NC(=C(C=C1)C=1C(=NNC1C)C)C(F)F)=C(C1CC1)C1CC1 (2S)-2-amino-3,3-dicyclopropyl-N-[6-(difluoromethyl)-5-(3,5-dimethyl-1H-pyrazol-4-yl)-2-pyridyl]propenamide